(S)-N'-(((S)-2-methyl-2,4,5,6-tetrahydro-1H-cyclobuta[f]inden-3-yl)carbamoyl)-6,7-dihydro-5H-pyrazolo[5,1-b][1,3]oxazine-3-sulfonimidamide C[C@H]1CC2=CC=3CCCC3C(=C21)NC(=O)N=[S@@](=O)(N)C=2C=NN1C2OCCC1